acryloxypropyldibromomethylsilane C(C=C)(=O)OCCC[SiH2]C(Br)Br